Isothiocyanat [N-]=C=S